C(#N)C=1C=NN2C1C(=CC(=C2)C=2C=NN(C2)C2CCN(CC2)C(=O)C2(CN(C2)C(=O)OC(C)(C)C)C)OC tert-butyl 3-(4-(4-(3-cyano-4-methoxypyrazolo[1,5-a]pyridin-6-yl)-1H-pyrazol-1-yl)piperidine-1-carbonyl)-3-methylazetidine-1-carboxylate